CC1=NC(=CC(=N1)NC1=CC2=C(C=N1)C(NN2C2=CC(N(C=C2)C)=O)=O)C 6-((2,6-dimethylpyrimidin-4-yl)amino)-1-(1-methyl-2-oxo-1,2-dihydropyridin-4-yl)-1,2-dihydro-3H-pyrazolo[4,3-c]pyridin-3-one